NC1CC2(C1)CCN(CC2)C2=C(C=C(C=C2)NC2=NC=C(C(=N2)NC2=C(C=CC=C2)P(=O)(C)C)C#N)C 2-((4-(2-amino-7-azaspiro[3.5]nonan-7-yl)-3-methylphenyl)amino)-4-((2-(dimethylphosphoryl)phenyl)amino)pyrimidine-5-carbonitrile